4-(2-((4-cyanophenyl)sulfonyl)propan-2-yl)-N-(pyridazin-4-yl)piperidine-1-carboxamide C(#N)C1=CC=C(C=C1)S(=O)(=O)C(C)(C)C1CCN(CC1)C(=O)NC1=CN=NC=C1